CC(C)(C)S(=O)N[C@H](C)C1=C(C(=NC=C1)C(=O)OC)F methyl 4-[(1R)-1-(1,1-dimethylethylsulfinylamino)ethyl]-3-fluoro-pyridine-2-carboxylate